C1(CC1)C1=CC=2C(C3=CC=C(C=C3NC2C=C1)OC1=CC=CC=C1)(C)C 2-Cyclopropyl-9,9-dimethyl-6-phenoxy-9,10-dihydroacridine